3-(3-trifluoromethyl-phenyl)propanol FC(C=1C=C(C=CC1)CCCO)(F)F